(2S,4R)-1-((S)-2-(3-acetyl-5-(2-methylpyrimidin-5-yl)-1H-indazol-1-yl)-2-fluoroacetyl)-N-(6-bromopyridin-2-yl)-4-fluoropyrrolidine-2-carboxamide C(C)(=O)C1=NN(C2=CC=C(C=C12)C=1C=NC(=NC1)C)[C@H](C(=O)N1[C@@H](C[C@H](C1)F)C(=O)NC1=NC(=CC=C1)Br)F